C(=O)(O)C1=C(C=C(C=C1)C(=O)O)C1=CC(=CC=C1C(=O)O)C(=O)O 2,5-dicarboxybenzeneterephthalic acid